5-(4-(diethylamino)-2-methylbenzylidene)-1,3-diethyl-2-thiobarbituric acid C(C)N(C1=CC(=C(C=C2C(N(C(N(C2=O)CC)=S)CC)=O)C=C1)C)CC